C(CCCOC=1C=C(C=CC1)CC(=O)O)OC=1C=C(C=CC1)CC(=O)O 2,2'-((butane-1,4-diylbis(oxy))bis(3,1-phenylene))diacetic acid